Diphenyl octyl phosphate P(=O)(OC1=CC=CC=C1)(OC1=CC=CC=C1)OCCCCCCCC